CN1N=C2N(C3=CC=C(C=C3C2=C1)C(=O)O)C1=CC(=CC=C1)C(F)(F)F 2-Methyl-8-[3-(trifluoromethyl)phenyl]-2H,8H-pyrazolo[3,4-b]indole-5-carboxylic acid